[SiH3][SiH2]N([SiH3])[SiH3] monosilyl-trisilylamine